(2-aminoethylaminoethyl)(triethoxy)silane NCCNCC[Si](OCC)(OCC)OCC